C1(CC1)S(=O)(=O)N1C[C@@H]([C@H](CC1)O)[C@H]1N2C(C3=CC=CC=C13)=CN=C2 (3R,4s)-1-(cyclopropylsulfonyl)-3-((R)-5H-imidazo[5,1-a]isoindol-5-yl)piperidin-4-ol